ClC=1C=N(C2=C(N1)N(N=C2)C2OCCN2)=O 6-chloro-1-(oxazolidin-2-yl)-1H-4λ5-pyrazolo[3,4-b]pyrazin-4-one